C/C/1=C\\CCC(=C)[C@@H]2C[C@]([C@H]2CC1)(C)C(=O)CC=C(C)C The molecule is a diterpenoid of the xeniaphyllane type isolated from Sinularia gibberosa and has been shown to exhibit antineoplastic activity. It has a role as a metabolite and an antineoplastic agent. It is a diterpenoid and a ketone.